ClC=1C=C(C=C(C1OC=1C=C2CCNC(C2=CC1)=O)Cl)N1N=CC(NC1=O)=O (3,5-dichloro-4-((1-oxo-1,2,3,4-tetrahydroisoquinolin-6-yl)oxy)phenyl)-1,2,4-triazine-3,5(2H,4H)-dione